[Si](C)(C)(C(C)(C)C)C1=C(CNO)C=C(C(=C1)C(C)C)C(C)C 2-(t-butyldimethylsilyl)hydroxy-4,5-diisopropylbenzylamine